BrC=1C=C(NCC23CCC(CC2)(CC3)C3=NOC(=N3)C(F)(F)F)C=CC1 3-bromo-N-((4-(5-(trifluoromethyl)-1,2,4-oxadiazol-3-yl)bicyclo[2.2.2]octan-1-yl)methyl)aniline